NC1=CC=C(C(=N1)C)NS(=O)(=O)C=1SC=CC1 N-(6-amino-2-methylpyridin-3-yl)thiophene-2-sulfonamide